6-(1-(6-(benzo[b]thiophen-2-yl)-1H-imidazo[4,5-b]pyrazin-1-yl)ethyl)-5,7-difluoroquinoline S1C2=C(C=C1C1=CN=C3C(=N1)N(C=N3)C(C)C=3C(=C1C=CC=NC1=CC3F)F)C=CC=C2